N1,N1'-([1,1':3',1''-terphenyl]-4,4''-diylbis(methylene))bis(N3-(3-((2-ethylhexyl)amino)propyl)propane-1,3-diamine), hydrochloride salt Cl.C1(=CC=C(C=C1)CNCCCNCCCNCC(CCCC)CC)C1=CC(=CC=C1)C1=CC=C(C=C1)CNCCCNCCCNCC(CCCC)CC